di-tert-butylaminoethane C(C)(C)(C)N(C(C)(C)C)CC